3-(5-(difluoromethyl)-1,3,4-thiadiazol-2-yl)-N-(1S,2R)-(1,2-dimethylcyclopropyl)-8-((3S,5S)-3,5-dimethylpiperazin-1-yl)-[1,2,4]triazolo[4,3-a]pyridine-6-sulfonamide FC(C1=NN=C(S1)C1=NN=C2N1C=C(C=C2N2C[C@@H](N[C@H](C2)C)C)S(=O)(=O)N[C@@]2([C@@H](C2)C)C)F